(+)-menthyl acetate C[C@H]1CC[C@@H]([C@H](C1)OC(=O)C)C(C)C